BrC=1SC(=CN1)C(=O)OC methyl 2-bromothiazole-5-carboxylate